7-(3-bromobenzyl)-8-[(1-ethylpropyl)thio]-3-methyl-3,7-dihydro-1H-purine-2,6-dione BrC=1C=C(CN2C(=NC=3N(C(NC(C23)=O)=O)C)SC(CC)CC)C=CC1